C(C)OC(=O)C1=CN(C(C=C1C1=CC=CC=C1)=O)CC1(CCN(CC1)C(C[C@@H](C)C1=CC=CC=C1)=O)O (R)-Ethyl-1-((4-Hydroxy-1-(3-phenylbutanoyl)piperidin-4-yl)methyl)-6-oxo-4-phenyl-1,6-dihydropyridin-3-carboxylat